C(C)(C)(C)N(C(O)=O)C1CC(C1)OC1=C(C(=CC=C1)F)F.FC(C=1C=CC=2N(C1)C(=CN2)C2=NC=CC(=N2)N2C[C@@H](OCC2)[C@@H](C)NS(=O)(=O)C)(F)F N-((R)-1-((R)-4-(2-(6-(trifluoromethyl)imidazo[1,2-a]pyridin-3-yl)pyrimidin-4-yl)morpholin-2-yl)ethyl)methanesulfonamide tert-butyl-((1r,3r)-3-(2,3-difluorophenoxy)cyclobutyl)carbamate